C(CCCCCC(=O)[O-])(=O)OCCC(CCCCC)CCCCC (3-pentyloctyl) heptanedioate